BrC=1N(N=C2C=C(C=CC12)C1=C(C=CC=C1)C)CCCN(C)C 3-(3-bromo-6-(2-tolyl)-2H-indazol-2-yl)-N,N-dimethylpropan-1-amine